C(CCCCCCC(=O)O)(=O)O octanedioic acid